3-((5-chlorothien-2-yl)methyl)-1-(4-(pyridin-4-yl)phenyl)pyrrolidin-2-one ClC1=CC=C(S1)CC1C(N(CC1)C1=CC=C(C=C1)C1=CC=NC=C1)=O